5-[1-fluoro-3-hydroxy-7-(pyrrolidin-2-yl)naphthalen-2-yl]-1λ6,2,5-thiadiazolidine-1,1,3-trione FC1=C(C(=CC2=CC=C(C=C12)C1NCCC1)O)N1CC(NS1(=O)=O)=O